2-(dimethylamino)ethan-1-ol CN(CCO)C